BrC=1C(=C(\C=N\C2=CC3=C(NC(=N3)C3=CC=C(C#N)C=C3)C=C2)C=C(C1O)Br)O (E)-4-(5-((3,5-dibromo-2,4-dihydroxybenzylidene)amino)-1H-benzo[d]imidazol-2-yl)benzonitrile